BrC1=CC=2N(C=C1)C=C(N2)O 7-bromoimidazo[1,2-a]pyridine-2-ol